OCCC1=CC(=NC=C1)N1C=NC=C1 3-(4-(hydroxyethyl)pyridin-2-yl)imidazole